(R)-N-ethyl-N-(2,2,2-trifluoro-1-(4-fluorophenyl)ethyl)-[1,2,4]triazolo[1,5-a]pyridine-7-sulfonamide C(C)N(S(=O)(=O)C1=CC=2N(C=C1)N=CN2)[C@@H](C(F)(F)F)C2=CC=C(C=C2)F